7-(1-Acryloylpiperidin-4-yl)-2-(3-methoxy-4-methylphenyl)-4,5,6,7-tetrahydropyrazolo[1,5-a]pyrimidine-3-carboxamide C(C=C)(=O)N1CCC(CC1)C1CCNC=2N1N=C(C2C(=O)N)C2=CC(=C(C=C2)C)OC